ethyl 2,3,4,5,6,7-hexahydro-4aH-cyclopenta[b]pyridine-4a-carboxylate N1=C2C(CCC1)(CCC2)C(=O)OCC